ClC1=C(C=CC(=C1)C(=O)N1[C@H]([C@@H](N(CC1)C1=CC(=CC=C1)Cl)C)C)S(=O)CC(=O)OCC(CO)O (±)-2,3-Dihydroxypropyl 2-((2-chloro-4-(4-(3-chlorophenyl)-trans-2,3-dimethylpiperazine-1-carbonyl)phenyl)sulfinyl)acetate